C(#N)C1=CC=C(C[C@H](N)C(=O)O)C=C1 (4-cyano)phenylalanine